methyl 2-[5-[(5R)-6-amino-5-methyl-hexyl]-1-methyl-pyrazol-4-yl]-6-methyl-pyridine-4-carboxylate NC[C@@H](CCCCC1=C(C=NN1C)C1=NC(=CC(=C1)C(=O)OC)C)C